N1=C(C=CC=C1)[C] (pyridin-2-yl)carbon